bis[2-(4-aminophenyl)-2-propyl]benzene NC1=CC=C(C=C1)C(C)(C)C1=C(C=CC=C1)C(C)(C)C1=CC=C(C=C1)N